1-(4-{8-[(5-chloro-6-fluoro-1H-indazol-4-yl)oxy]-2-[(5-methyl-5-azaspiro[2.4]heptan-7-yl)oxy]pyrido[3,4-d]pyrimidin-4-yl}piperazin-1-yl)prop-2-en-1-one ClC=1C(=C2C=NNC2=CC1F)OC1=NC=CC2=C1N=C(N=C2N2CCN(CC2)C(C=C)=O)OC2CN(CC21CC1)C